CC1=C(C=O)C=CC=C1O 2-methyl-3-hydroxybenzaldehyde